C(C)OC(NSCNC1=CC=C(C=C1)Cl)=O N-[(4-chlorophenyl)aminomethylthio]carbamic acid ethyl ester